FC1=C(C=CC(=C1)C1=NN(C=N1)C1=CC=C(C=C1)C)NC(=O)\N=C\1/SCC(N1C1=C(C=CC(=C1)OC)C(C)C)=O (Z)-1-(2-fluoro-4-(1-(p-tolyl)-1H-1,2,4-triazol-3-yl)phenyl)-3-(3-(2-isopropyl-5-methoxyphenyl)-4-oxothiazolidin-2-ylidene)urea